C1(CC1)C=1C=NC(=NC1)C1CN(C1)[C@H]1[C@@H](CCCC1)OC=1C=C2CN(C(C2=CC1)=O)C1C(NC(CC1)=O)=O 3-(5-(((1R,2R)-2-(3-(5-cyclopropylpyrimidin-2-yl)azetidin-1-yl)cyclohexyl)oxy)-1-oxo-isoindolin-2-yl)piperidine-2,6-dione